(2-(4-methoxyphenyl)-5-(2-nitrophenyl)Azol-4-yl)methanone COC1=CC=C(C=C1)C=1NC(=C(C1)C=O)C1=C(C=CC=C1)[N+](=O)[O-]